(R)-4-(bis(4-chlorophenyl)methyl)-3-ethylpiperazine-1-carboxylic acid tert-butyl ester C(C)(C)(C)OC(=O)N1C[C@H](N(CC1)C(C1=CC=C(C=C1)Cl)C1=CC=C(C=C1)Cl)CC